(R)-(4-chloro-3,5-difluoro-1H-indol-2-yl)(4-prolylpiperazin-1-yl)methanone ClC1=C2C(=C(NC2=CC=C1F)C(=O)N1CCN(CC1)C([C@@H]1NCCC1)=O)F